ClC1=CC=C(C=C1)[C@@](CC1=NOC(=N1)CN1C(N(C(=CC1=O)C)C)=O)([2H])O (S)-3-((3-(2-(4-chlorophenyl)-2-hydroxyethyl-2-d)-1,2,4-oxadiazol-5-yl)methyl)-1,6-dimethylpyrimidine-2,4(1H,3H)-dione